C(C1=CC=CC=C1)OC(=O)N1CCC2(CC(C2O)C2=CC=CC=C2)CC1 hydroxy-2-phenyl-7-azaspiro[3.5]nonane-7-carboxylic acid benzyl ester